5-(2,7-Dichloro-8-fluoropyrido[4,3-d]pyrimidin-4-yl)-7-fluoro-2-oxa-5-azabicyclo[4.1.0]heptane ClC=1N=C(C2=C(N1)C(=C(N=C2)Cl)F)N2CCOC1C(C21)F